ethyl (R,Z)-4-((1R,3R,4R)-2-((3-chlorophenyl)-L-leucyl)-5,5-difluoro-2-azabicyclo[2.2.2]octane-3-carboxamido)-2-fluoro-5-((R)-2-oxopyrrolidin-3-yl)pent-2-enoate ClC=1C=C(C=CC1)N[C@@H](CC(C)C)C(=O)N1[C@H]2CC([C@@H]([C@@H]1C(=O)N[C@@H](\C=C(\C(=O)OCC)/F)C[C@@H]1C(NCC1)=O)CC2)(F)F